7'-[2,6-difluoro-4-(2-phenylethynyl)phenyl]-3'-(2-methylpyrazol-3-yl)spiro[cyclopropane-1,5'-imidazo[1,2-a]imidazole]-6'-one FC1=C(C(=CC(=C1)C#CC1=CC=CC=C1)F)N1C(C2(N3C1=NC=C3C=3N(N=CC3)C)CC2)=O